tert-butyl N-{2-[2-(2,5-dioxoimidazolidin-1-yl)ethoxy]ethyl}carbamate O=C1N(C(CN1)=O)CCOCCNC(OC(C)(C)C)=O